(5S)-3-(3,5-dihydrofuranyl)-N-[rel-(3R,5R)-5-(trifluoromethylcarbamoyl)tetrahydrofuran-3-yl]-5-vinyl-4H-isoxazole O1C(CCC1)C1N(O[C@@H](C1)C=C)[C@H]1CO[C@H](C1)C(NC(F)(F)F)=O |o1:12,15|